(E)-2-(((tert-butyldiphenylsilyl)oxy)methyl)-4-((tetrahydro-2H-pyran-2-yl)oxy)but-2-enenitrile [Si](C1=CC=CC=C1)(C1=CC=CC=C1)(C(C)(C)C)OC\C(\C#N)=C\COC1OCCCC1